CN(C=1C2=C(N=C(N1)N1CC(C1)OC(C1=CC(=CC=C1)S(=O)(=O)CC)=O)CC[S+]2[O-])C2CCOCC2 [1-[4-[Methyl(tetrahydropyran-4-yl)amino]-5-oxido-6,7-dihydrothieno[3,2-d]pyrimidin-5-ium-2-yl]azetidin-3-yl]-3-ethylsulfonylbenzoat